C(C)(C)(C)OC(NC12[C@H](CC(CC1)(CC2)NC(=O)[C@@H]2OC1=CC=C(C=C1C(C2)=O)Cl)O)=O ((S)-4-((R)-6-chloro-4-oxochromane-2-carboxamido)-2-hydroxybicyclo[2.2.2]oct-1-yl)carbamic acid tert-butyl ester